(3ar,11as)-6-chloro-10-methyl-1-(6-methyl-4-(trifluoromethyl)pyridin-2-yl)-5-(oxiran-2-ylmethyl)-1,3a,4,5,10,11a-hexahydro-2H-benzo[b]pyrrolo[2,3-f][1,4]diazocine-2,11(3H)-dione ClC1=CC=CC2=C1N(C[C@@H]1[C@@H](C(N2C)=O)N(C(C1)=O)C1=NC(=CC(=C1)C(F)(F)F)C)CC1OC1